N-α-(9-Fluorenylmethoxycarbonyl)-S-trityl-L-cysteine C1=CC=C(C=C1)C(C2=CC=CC=C2)(C3=CC=CC=C3)SC[C@@H](C(=O)O)NC(=O)OCC4C5=CC=CC=C5C6=CC=CC=C46